9,9'-(5-(4,6-diphenyl-1,3,5-triazin-2-yl)-1,3-phenylene)bis(3-(2,6-dimethylphenyl)-9H-carbazole) C1(=CC=CC=C1)C1=NC(=NC(=N1)C1=CC=CC=C1)C=1C=C(C=C(C1)N1C2=CC=CC=C2C=2C=C(C=CC12)C1=C(C=CC=C1C)C)N1C2=CC=CC=C2C=2C=C(C=CC12)C1=C(C=CC=C1C)C